C(C1=CC=CC=C1)(C1=CC=CC=C1)(C1=CC=CC=C1)N1C=NC(=C1)C=CCCCC(=O)O 6-(1-trityl-1H-imidazol-4-yl)hexa-5-enoic acid